E-α-(2,5-dimethyl-1-p-tolyl-3-pyrryl)-ethyliden-(isopropyliden)-succinic acid anhydride CC=1N(C(=CC1C\1C(=O)OC(/C1=C(/C=CC)\C)=O)C)C1=CC=C(C=C1)C